tert-butyl 4-[2-[2-[2-[2-(2-aminoethoxy)ethoxy]ethoxy]ethoxy]ethoxy]piperidine-1-carboxylate NCCOCCOCCOCCOCCOC1CCN(CC1)C(=O)OC(C)(C)C